C(C)(C)(C)N(C(=O)OCC)[C@@H]1CN(C[C@@H](C1)O)C=1C2=C(N=C(N1)Cl)C(=C(N=C2)Cl)F tert-butyl-((3S,5R)-1-(2,7-dichloro-8-fluoropyrido[4,3-d]pyrimidin-4-yl)-5-hydroxypiperidine-3-yl)urethane